(R)-(1-(2-oxo-3-(4-(trifluoromethoxy)phenyl)-7-(trifluoromethyl)indolin-3-yl)-1,2,3,6-tetrahydropyridin-4-yl)boronic acid O=C1NC2=C(C=CC=C2[C@@]1(C1=CC=C(C=C1)OC(F)(F)F)N1CCC(=CC1)B(O)O)C(F)(F)F